C(CCCCCCCCCCC)SSCCOC(CCN(CCN(CCNCCC(=O)OCCSSCCCCCCCCCCCC)C)CCC(OCCSSCCCCCCCCCCCC)=O)=O 2-(dodecyldisulfanyl)ethyl 3-[2-[2-[bis[3-[2-(dodecyldisulfanyl)ethoxy]-3-oxopropyl]amino]ethyl-methylamino]ethylamino]propanoate